C1(=CC=CC=C1)C(C)=O 1-Phenylethan-1-one